4-chloro-5-(4-chlorophenyl)-3-((1-(2,3-dichlorophenyl)-5-((S)-1-hydroxyethyl)-1H-1,2,4-triazol-3-yl)methyl)-1-((S)-3,3,3-trifluoro-2-hydroxypropyl)-1,3-dihydro-2H-imidazol-2-one ClC=1N(C(N(C1C1=CC=C(C=C1)Cl)C[C@@H](C(F)(F)F)O)=O)CC1=NN(C(=N1)[C@H](C)O)C1=C(C(=CC=C1)Cl)Cl